FC(C(=O)O)(F)F.C[C@H]1CN(CCN1C1CC2(CNC2)C1)CC1=CC=2N(C=C1)N=CC2N2C(NC(CC2)=O)=O (S)-1-(5-((3-methyl-4-(2-azaspiro[3.3]heptan-6-yl)piperazin-1-yl)methyl)pyrazolo[1,5-a]pyridin-3-yl)dihydropyrimidine-2,4(1H,3H)-dione trifluoroacetate